C(=O)(OC(C)(C)C)N1CCN(CC1)C1=NC=C(C=N1)B1OC(C)(C)C(C)(C)O1 2-(4-Boc-1-piperazinyl)pyrimidine-5-boronic acid pinacol ester